ClC1=CC=C2C(N(C=3N(C2=C1)C=NN3)CO)=O 8-Chloro-4-(hydroxymethyl)-[1,2,4]triazolo[4,3-a]quinazolin-5(4H)-one